ethyl 4-(4-hydroxy-5-oxocyclohepta-1,3,6-trien-1-yl)piperidine-1-carboxylate OC1=CC=C(C=CC1=O)C1CCN(CC1)C(=O)OCC